2-(bis(3-chloro-4-fluorophenyl)methyl)-4-iodo-5-(methylsulfonyl)-1H-imidazole ClC=1C=C(C=CC1F)C(C=1NC(=C(N1)I)S(=O)(=O)C)C1=CC(=C(C=C1)F)Cl